(±)-2-((2-Chloro-4-(4-(3-chlorophenyl)-trans-2,3-dimethylpiperazine-1-carbonyl)phenyl)sulfinyl)-1-(5-methyloxazol-2-yl)ethan-1-one ClC1=C(C=CC(=C1)C(=O)N1[C@H]([C@@H](N(CC1)C1=CC(=CC=C1)Cl)C)C)[S@](=O)CC(=O)C=1OC(=CN1)C |&1:24|